ClC1=NC(=C2N=CN(C2=N1)S(=O)(=O)C1=CC=C(C=C1)F)Cl 2,6-dichloro-9-((4-fluorophenyl)sulfonyl)-9H-purine